ethyl (S)-3'-(2-(1-(5-methyl-1-(methylsulfonyl)-1H-pyrrole-3-carbonyl)pyrrolidine-2-carboxamido)thiazol-4-yl)-[1,1'-biphenyl]-3-carboxylate CC1=CC(=CN1S(=O)(=O)C)C(=O)N1[C@@H](CCC1)C(=O)NC=1SC=C(N1)C=1C=C(C=CC1)C1=CC(=CC=C1)C(=O)OCC